1-cyclopentyl-5-(2-(5-(4-ethylpiperazin-1-yl)pyridin-2-yl)amino-5-fluoropyrimidin-4-yl)-pyridin-2(1H)-one C1(CCCC1)N1C(C=CC(=C1)C1=NC(=NC=C1F)NC1=NC=C(C=C1)N1CCN(CC1)CC)=O